COC=1C(=CC(=NC1)C(F)(F)F)C1=C(C=NC(=C1)C)C(=O)OC methyl 5'-methoxy-6-methyl-2'-(trifluoromethyl)-(4,4'-bipyridine)-3-carboxylate